2-chloro-5-((R)-2,3-diaminopropanamido)-N-((R)-1-(naphthalen-1-yl)ethyl)benzamide ClC1=C(C(=O)N[C@H](C)C2=CC=CC3=CC=CC=C23)C=C(C=C1)NC([C@@H](CN)N)=O